(R)-6-bromo-N-(1-(3,3-difluoro-2,3-dihydrobenzofuran-7-yl)ethyl)-2-methylquinazolin-4-amine BrC=1C=C2C(=NC(=NC2=CC1)C)N[C@H](C)C1=CC=CC=2C(COC21)(F)F